[N+](=[N-])=CC(CC[C@@H](C(=O)N)NC(CNC(CN(C)C)=O)=O)=O (S)-6-Diazo-2-(2-(2-(dimethylamino)acetamido)acetamido)-5-oxohexanamide